N-(5-chloro-6-(4-hydroxyphenoxy)pyrimidin-4-yl)-2,4,5-trifluorobenzamide ClC=1C(=NC=NC1OC1=CC=C(C=C1)O)NC(C1=C(C=C(C(=C1)F)F)F)=O